NC1=NC=2C=CC(=CC2C=2N1N=NN2)C(=O)N2C(COCC2)C2=NC=C(C=C2)C(F)(F)F (5-aminotetrazolo[1,5-c]quinazolin-9-yl)(3-(5-(trifluoromethyl)pyridin-2-yl)morpholino)methanone